spiro[4.5]decan-8-ylidene(tert-butoxy)formylhydrazine C1CCCC12CCC(CC2)=NNC(=O)OC(C)(C)C